CNC(CC(C=1SC=CC1)=C=O)=O N-methyl-3-carbonyl-3-(2-thienyl)propionamide